P(=O)(O[C@H](C(=O)NC)COC1=C2C(C=C(N(C2=C(C=N1)Cl)C1=C(C=C(C=C1Cl)OCCO)Cl)C)=O)(O)O (S)-3-((8-chloro-1-(2,6-dichloro-4-(2-hydroxyethoxy)phenyl)-2-methyl-4-oxo-1,4-dihydro-1,6-naphthyridin-5-yl) oxy)-1-(methylamino)-1-oxopropan-2-yl dihydrogen phosphate